histidine anisate C(C1=CC=C(C=C1)OC)(=O)O.N[C@@H](CC1=CNC=N1)C(=O)O